(S)-2-(1-(4-chloro-2,6-dimethylpyrimidin-5-yl)cyclopropane-1-carboxamido)-4-(((S)-3-fluoro-2-methoxypropyl)(4-(5,6,7,8-tetrahydro-1,8-naphthyridin-2-yl)butyl)amino)butanoic acid ClC1=NC(=NC(=C1C1(CC1)C(=O)N[C@H](C(=O)O)CCN(CCCCC1=NC=2NCCCC2C=C1)C[C@@H](CF)OC)C)C